FC1=C2C=CNC2=CC(=C1OC=1C=CC(=C(C1)C=1NC=C(N1)C(C)(O)C=1C=C(C=C(C1)F)C(C(=O)O)C)F)F (3-(1-(2-(5-((4,6-difluoro-1H-indol-5-yl)oxy)-2-fluorophenyl)-1H-imidazol-4-yl)-1-hydroxyethyl)-5-fluorophenyl)propanoic acid